CC(C(=O)[O-])=CC 2,3-dimethylacrylate